3-(4-((1-(tert-butoxy)-2-methyl-1-oxopropan-2-yl)oxy)phenyl)propanoic acid C(C)(C)(C)OC(C(C)(C)OC1=CC=C(C=C1)CCC(=O)O)=O